rac-(1R,2S,4R)-6,6-difluorobicyclo[2.2.1]heptane-2-carboxylic acid FC1(C[C@@H]2C[C@@H]([C@H]1C2)C(=O)O)F |r|